CC(CC(C)C1=CC=C(C=C1)O)(CC(C)(C1=CC=C(C=C1)O)C)C1=CC=C(C=C1)O 4,6-dimethyl-2,4,6-tris-(4-hydroxyphenyl)heptane